3-m-tolyl-1-phenylprop-2-en-1-one C1(=CC(=CC=C1)C=CC(=O)C1=CC=CC=C1)C